benzyl (2-(2-(2-bromoethoxy)ethoxy)ethyl)carbamate BrCCOCCOCCNC(OCC1=CC=CC=C1)=O